C(CCCC)(=O)O[C@H]1CC[C@@H]2[C@@]1(CC[C@@H]1[C@]3(CCC=4N=C(SC4C3=CC[C@@H]21)NC2=C(C=C(C=C2)C)C)C)C (5aR,5bS,7aS,8S,10aS,10bR)-2-((2,4-dimethylphenyl)amino)-5a,7a-dimethyl-5,5a,5b,6,7,7a,8,9,10,10a,10b,11-dodecahydro-4H-cyclopenta[7,8]phenanthro[2,1-d]thiazol-8-yl pentanoate